((6-(1-(dimethylamino)ethyl)-5-(tetrahydro-2H-pyran-4-yl)pyridin-2-yl)amino)-4-(7-fluoroimidazo[1,2-a]pyridin-3-yl)-1-oxoisoindoline-2-carboxylic acid tert-butyl ester C(C)(C)(C)OC(=O)N1C(C2=CC=CC(=C2C1NC1=NC(=C(C=C1)C1CCOCC1)C(C)N(C)C)C1=CN=C2N1C=CC(=C2)F)=O